(R)-2-(hexahydropyrazino[2,1-c][1,4]oxazin-8(1H)-yl)phenol C1OCCN2[C@@H]1CN(CC2)C2=C(C=CC=C2)O